Diisopropoxydiacetylacetone titanium [Ti].C(C)(C)OCC(=O)C(C(C)=O)(C(C)=O)OC(C)C